C(C)(C)(C)[S@](=O)N=CC1=C2CCN(CC2=CC(=C1)Cl)C(=O)[O-] (S)-5-(((tert-butylsulfinyl)imino)methyl)-7-chloro-3,4-dihydroisoquinoline-2(1H)-carboxylate